FC1=CC=C2C=C(C=C(C2=C1F)C1=C(C=2N=C(N=C(C2C=N1)N1CC2CC(C(C1)C2)O)OC[C@]21CCCN1C[C@@H](C2)F)F)O 3-(7-(7,8-Difluoro-3-hydroxynaphthalen-1-yl)-8-fluoro-2-(((2R,7aS)-2-fluorotetrahydro-1H-pyrrolizin-7a(5H)-yl)methoxy)pyrido[4,3-d]pyrimidin-4-yl)-3-azabicyclo[3.2.1]octan-6-ol